CC1=NC2=CC3=C(C=C2C(N1)=O)N(CC3)C(=O)OC(C)(C)C tert-butyl 2-methyl-4-oxo-3,4,7,8-tetrahydro-6H-pyrrolo[2,3-g]quinazoline-6-carboxylate